silicon-ruthenium [Ru].[Si]